[Li].[Li].CC1=C(C(=C(C(=C1O)C)C)C(C)(C)C1=CC=C(C=C1)O)C tetramethyl-bisphenol A dilithium